isopentyl angelate (Isoamyl Angelate) C(CC(C)C)C/C(/C(=O)O)=C/C.C(\C(\C)=C/C)(=O)OCCC(C)C